[2-(3-hydroxyphenyl)cyclopropyl]-[4-(2-tetrahydropyran-4-yl-3H-imidazo[4,5-b]pyridin-7-yl)-1-piperidyl]methanone OC=1C=C(C=CC1)C1C(C1)C(=O)N1CCC(CC1)C1=C2C(=NC=C1)NC(=N2)C2CCOCC2